2-Hydroxyphenylacetate OC1=C(C=CC=C1)CC(=O)[O-]